ClC1=C(CNC(C(C)C)=O)C=CC(=C1C=1NC(C=C(N1)C1=NC=C(C=C1)C#CC1CC1)=O)F N-(2-chloro-3-{4-[5-(cyclopropylethynyl)pyridin-2-yl]-6-oxo-1,6-dihydropyrimidin-2-yl}-4-fluorobenzyl)isobutyramide